5-(2-aminopyridin-4-yl)-7-(thiazol-5-yl)-1H-indazol-3-amine NC1=NC=CC(=C1)C=1C=C2C(=NNC2=C(C1)C1=CN=CS1)N